3-(cyclopropylmethyl)-6-[5-(difluoromethyl)-1,3,4-oxadiazol-2-yl]-2-(4-fluorophenyl)-2-methyl-2,3-dihydro-4H-1,3-benzoxazin-4-one C1(CC1)CN1C(OC2=C(C1=O)C=C(C=C2)C=2OC(=NN2)C(F)F)(C)C2=CC=C(C=C2)F